8-(1-(3-(trifluoromethyl)benzyl)-1H-pyrazol-4-yl)-3-ethyl-1-propyl-1H-purine-2,6(3H,7H)-dione FC(C=1C=C(CN2N=CC(=C2)C2=NC=3N(C(N(C(C3N2)=O)CCC)=O)CC)C=CC1)(F)F